[Si](C)(C)(C(C)(C)C)OC12CC(C1)(C2)COC2=NN=C(S2)NC(=O)C=2C=NC(=CC2C2=CC(=NC=C2OC)C)C N-(5-((3-((tert-butyldimethylsilyl)oxy)bicyclo(1.1.1)pentan-1-yl)methoxy)-1,3,4-thiadiazol-2-yl)-5'-methoxy-2',6-dimethyl-(4,4'-bipyridine)-3-carboxamide